Cl.COC1CCN(CC1)C/C=C/C(=O)O (E)-4-(4-methoxypiperidin-1-yl)but-2-enoic acid hydrochloride